C(C)OP(=O)(OCC)[O-].C(C)SC(N)=[NH2+] S-ethylisothiouronium diethylphosphate